CN1CCC(CC1)C(=O)O 1-Methyl-4-piperidinecarboxylic acid